7-(2-fluoro-6-methyl-phenyl)-N5-[[(2S)-2-piperidyl]methyl]isoquinoline-3,5-diamine FC1=C(C(=CC=C1)C)C=1C=C(C=2C=C(N=CC2C1)N)NC[C@H]1NCCCC1